acryloyloxyamyl-methyl-dimethoxysilane C(C=C)(=O)OCCCCC[Si](OC)(OC)C